Para-aminoSalicylic acid NC=1C=C(C(C(=O)O)=CC1)O